2-[(6-bromopyridazin-3-yl)oxymethoxy]ethyl-trimethyl-silane BrC1=CC=C(N=N1)OCOCC[Si](C)(C)C